2-amino-1-(2-hydroxy-2-methylpropyl)-1H-benzo[d]imidazole-6-carbaldehyde NC1=NC2=C(N1CC(C)(C)O)C=C(C=C2)C=O